4-methylenedioxyphenylpropane-2-one C1OC2=CC=C(C=C2O1)CC(C)=O